FC1=CC(=C2C=C(N(C2=C1)CCNC1=CC(=NC=N1)C1=CC=C(C=C1)C=1N=C(SC1)C(=O)O)C)C 4-(4-{6-[2-(6-Fluoro-2,4-dimethyl-indol-1-yl)-ethylamino]-pyrimidin-4-yl}-phenyl)-thiazole-2-carboxylic acid